C(C)(C)(C)OC(=O)N1C(C2=CC=CC(=C2CC1)N(C(COC)=O)C)C(=O)O 2-(tert-butoxycarbonyl)-5-(2-methoxy-N-methylacetamido)-1,2,3,4-tetrahydroisoquinoline-1-carboxylic acid